lithium 2,2'-ethylidene-bis(4,6-di-tert-butylphenyl) phosphate P1(=O)(OC2=C(C=C(C=C2C(C)(C)C)C(C)(C)C)C(C)C2=C(C(=CC(=C2)C(C)(C)C)C(C)(C)C)O1)[O-].[Li+]